fluorohexahydrospiro[cyclopropane-1,3'-pyrrolizine] FC1CC2(N3CCCC13)CC2